sodium tellurohydride [TeH2].[Na]